4-(2-(4-acrylamidophenyl)-4-amino-7-cyano-1H-pyrrolo[3,2-c]pyridin-3-yl)-2-methoxy-N-(2,2,2-trifluoroethyl)benzamide C(C=C)(=O)NC1=CC=C(C=C1)C1=C(C=2C(=NC=C(C2N1)C#N)N)C1=CC(=C(C(=O)NCC(F)(F)F)C=C1)OC